(R)-N-[(1E)-2-(tert-butyldimethylsilyloxy)ethylidene]-2-methylpropane-2-sulfinamide [Si](C)(C)(C(C)(C)C)OC\C=N\[S@](=O)C(C)(C)C